FC1=CC=C(C=C1)N1CCN(CC1)C=1C2=C(N=CN1)C=CC(=N2)C2=CC(=NC=C2)N 4-(4-(4-(4-fluorophenyl)piperazin-1-yl)pyrido[3,2-d]pyrimidin-6-yl)pyridin-2-amine